(R)-1-((1H-indol-3-yl)methyl)-6,7-dimethoxy-3,4-dihydroisoquinoline-2(1H)-formaldehyde N1C=C(C2=CC=CC=C12)C[C@H]1N(CCC2=CC(=C(C=C12)OC)OC)C=O